N-(2-((4-tert-butylphenyl)amino)-1-(4-methoxyphenyl)-2-oxoethyl)-N-methyltetrahydro-2H-thiopyran-4-carboxamide 1,1-dioxide C(C)(C)(C)C1=CC=C(C=C1)NC(C(C1=CC=C(C=C1)OC)N(C(=O)C1CCS(CC1)(=O)=O)C)=O